C(C1=CC=CC=C1)[C@@H]1CN(CCN1S(=O)(=O)C)C1=NC=C2C(=N1)N(N=C2C=2C(=C(C(=C(C2)C(F)(F)F)F)O)F)C (R)-3-(6-(3-Benzyl-4-(methylsulfonyl)piperazin-1-yl)-1-methyl-1H-pyrazolo[3,4-d]pyrimidin-3-yl)-2,6-difluoro-5-(trifluoromethyl)phenol